4-phenyl-2,3,5,6-tetrafluoroaniline C1(=CC=CC=C1)C1=C(C(=C(N)C(=C1F)F)F)F